COCCOC1=C(C=CC=C1)C1CCN(CC1)[C@H]1CC2(CN(C2)C=2SC=NN2)CC1 (R)-2-(6-(4-(2-(2-methoxyethoxy)phenyl)piperidin-1-yl)-2-azaspiro[3.4]oct-2-yl)-1,3,4-thiadiazole